S(=O)(=O)(ON1[C@@H]2CC[C@H](N(C1=O)C2)C(NC(=O)C=2C=NC(=NC2)C(F)(F)F)=N)O (2S,5R)-7-oxo-2-(N-(2-(trifluoromethyl) pyrimidine-5-carbonyl) carbamimidoyl)-1,6-diazabicyclo[3.2.1]octan-6-yl hydrogen sulfate